ClC1=CC2=C(N=CC=3CC(NC(C23)=O)(C)C)C(=C1)F 9-chloro-7-fluoro-3,3-dimethyl-3,4-dihydrobenzo[c][2,6]naphthyridin-1(2H)-one